4-(4-((1R,5S)-3,8-diazabicyclo[3.2.1]octan-3-yl)-8-fluoro-2-(((2R,7aS)-2-fluorotetrahydro-1H-pyrrolizin-7a(5H)-yl)methoxy)pyrido[4,3-d]pyrimidin-7-yl)-5-ethylnaphthalen-2-ol [C@H]12CN(C[C@H](CC1)N2)C=2C1=C(N=C(N2)OC[C@]23CCCN3C[C@@H](C2)F)C(=C(N=C1)C1=CC(=CC2=CC=CC(=C12)CC)O)F